(4-oxopentyl)-1H-pyrrole-2-carboxylic acid ethyl ester C(C)OC(=O)C=1N(C=CC1)CCCC(C)=O